(Z)-2-(thiophene-2-ylmethylene)-6-hydroxybenzofuran-3(2H)-one S1C(=CC=C1)\C=C\1/OC2=C(C1=O)C=CC(=C2)O